ethyl 2-(2-aminothiazol-4-yl) acetate CCOC(=O)CC1=CSC(=N1)N